(R)-N-(4-(2,5-difluoro-phenyl)-6-(2-(trifluoro-methyl)pyrrolidin-1-yl)-pyrimidin-5-yl)-2-iso-propylpyrimidine-5-carboxamide FC1=C(C=C(C=C1)F)C1=NC=NC(=C1NC(=O)C=1C=NC(=NC1)C(C)C)N1[C@H](CCC1)C(F)(F)F